N-[2-(7-methoxy-1-naphthyl)ethyl]acetamide tert-butyl-(1R,3S,4S)-3-(5-(2-(pyridin-4-yl)ethyl)-4H-1,2,4-triazol-3-yl)-2-azabicyclo[2.2.1]heptane-2-carboxylate C(C)(C)(C)OC(=O)N1[C@@H]2CC[C@H]([C@H]1C1=NN=C(N1)CCC1=CC=NC=C1)C2.COC2=CC=C1C=CC=C(C1=C2)CCNC(C)=O